(E)-2-(2-methylphenyl)methoxyiminoacetic acid methyl ester COC(/C=N/OCC1=C(C=CC=C1)C)=O